O=C1OC(=CC=C1)C(=O)O 2-oxo-2H-pyran-6-carboxylic acid